Cl.C(CCC)OC(=O)N1N=C(C2=CC(=CC=C12)C1=C(C=CC(=C1)C#N)Cl)NC(=O)[C@H]1CNCCC1 5-(2-chloro-5-cyanophenyl)-3-{[(3R)-piperidin-3-ylcarbonyl]amino}-1H-indazole-1-carboxylic acid butyl ester hydrochloride